1-(4-(hydroxymethyl)phenyl)pyridin-2(1H)-one OCC1=CC=C(C=C1)N1C(C=CC=C1)=O